9-Methoxy-7,11b-dihydrobenz[b]indeno[1,2-d]pyran-6a,10-diol COC=1C=C2CC3(C(C4=C(OC3)C=CC=C4)C2=CC1O)O